2-butyl-1-(4-methoxybenzyl)-7-(1-methyl-1H-pyrrol-2-yl)-1H-imidazo[4,5-d]pyridazin-4-amine hydrochloride Cl.C(CCC)C1=NC=2C(=C(N=NC2N)C=2N(C=CC2)C)N1CC1=CC=C(C=C1)OC